2-(1-(3-(benzyloxy)-6-methylpyridin-2-yl)imidazo[1,5-a]pyridin-3-yl)phenol C(C1=CC=CC=C1)OC=1C(=NC(=CC1)C)C=1N=C(N2C1C=CC=C2)C2=C(C=CC=C2)O